C(C1=CC=CC=C1)=C1C(NN(C1=O)C1=CC=C(C=C1)I)=O 4-Benzylidene-1-(4-iodophenyl)-3,5-pyrazolidinedione